1-(benzyloxy)-6-oxo-1,6-dihydropyridine-2-carbonyl chloride C(C1=CC=CC=C1)ON1C(=CC=CC1=O)C(=O)Cl